CC1=C(C(=NC=C1CO)C)O 4-deoxypyridoxine